3-(6-((2-Chloro-4-fluorophenyl)(methyl)amino)benzo[d]thiazol-2-yl)-8-methoxy-2-thioxo-2,3-dihydro-4H-pyrido[2,3-e][1,3]oxazin-4-one ClC1=C(C=CC(=C1)F)N(C1=CC2=C(N=C(S2)N2C(OC3=C(C2=O)N=CC=C3OC)=S)C=C1)C